tert-butyl 2-[2-(2-amino-4-bromo-5-fluoropyridin-3-yl)ethynyl]morpholine-4-carboxylate NC1=NC=C(C(=C1C#CC1CN(CCO1)C(=O)OC(C)(C)C)Br)F